[2,3,3,3-tetrafluoro-2-(heptafluoropropoxy)propyl]oxirane FC(CC1OC1)(C(F)(F)F)OC(C(C(F)(F)F)(F)F)(F)F